(rac)-1-(5-methylpyridin-2-yl)ethan-1-ol CC=1C=CC(=NC1)[C@@H](C)O |r|